6-isobutoxy-5-methyl-spiro[2.5]oct-5-en-4-one C(C(C)C)OC1=C(C(C2(CC2)CC1)=O)C